NC1=NC=2C=C(C(=CC2C2=C1[C@H](OC2)C)C(=O)N(C2COC1=NC(=CC=C12)C(F)(F)F)C1=NN(C=C1)C)F (3R)-4-amino-7-fluoro-3-methyl-N-(1-methyl-1H-pyrazol-3-yl)-N-(6-(trifluoromethyl)-2,3-dihydrofuro[2,3-b]pyridin-3-yl)-1,3-dihydrofuro[3,4-c]quinolin-8-carboxamide